FC1=C(C=CC(=C1F)OC=1N=C(SC1C1=NC(=NC=C1)N[C@@H]1CNC[C@H](C1)F)C)NS(=O)(=O)CC(F)(F)F N-[2,3-difluoro-4-[5-[2-[[(3S,5S)-5-fluoro-3-piperidyl]amino]pyrimidin-4-yl]-2-methyl-thiazol-4-yl]oxy-phenyl]-2,2,2-trifluoro-ethanesulfonamide